COC=1C=C2C(=NC(=NC2=CC1OCCCN1CCCC1)NCOC)NC1CCS(CC1)(=O)=O 4-((6-methoxy-2-((methoxymethyl)amino)-7-(3-(pyrrolidin-1-yl)propoxy)quinazolin-4-yl)amino)tetrahydro-2H-thiopyran 1,1-dioxide